C(CCC)C(C)(C(C)(C1=CC=CC=C1)CCCC)C1=CC=CC=C1 2,3-dibutyl-2,3-diphenyl-butane